ClC1=NC=CC(=N1)C=1C(=NC=CC1)N 2-chloro-4-(2-aminopyrid-3-yl)pyrimidine